(Z)-2-(2-bromo-2-(4-nitrophenyl)vinyl)-1,3-dithiane Br\C(=C/C1SCCCS1)\C1=CC=C(C=C1)[N+](=O)[O-]